tert-Butyl 2-(2-acetyl-3-fluorophenoxy)acetate C(C)(=O)C1=C(OCC(=O)OC(C)(C)C)C=CC=C1F